ClC1=C(C=C(C=C1)CN1CCNCC1)N1CC2(C1)CCOCC2 2-(2-chloro-5-(piperazin-1-ylmethyl)phenyl)-7-oxa-2-azaspiro[3.5]nonane